(R)-benzyl(2-((6-(benzyloxy)hexan-2-yl)oxy)-3-fluoro-4-methoxyphenyl)sulfane C(C1=CC=CC=C1)SC1=C(C(=C(C=C1)OC)F)O[C@H](C)CCCCOCC1=CC=CC=C1